4-((6-cyanoquinolin-4-yl)amino)-2-methyl-N-(4-(pyridin-4-ylamino)phenyl)benzamide C(#N)C=1C=C2C(=CC=NC2=CC1)NC1=CC(=C(C(=O)NC2=CC=C(C=C2)NC2=CC=NC=C2)C=C1)C